COC(=O)C1(CCC2(C(=CC3=CC(=CC=C23)Cl)C[C@H](COCC2=CC=C(C=C2)OC)C)CC1)NC1=CC(=CC=C1)Cl.C1(=CC=CC=C1)N1C(C2=CC=CC=C2C1)=O Phenyl-isoindolin-1-one methyl-(1r,4R)-5'-chloro-4-(3-chloroanilino)-2'-{(2R)-3-[(4-methoxyphenyl)methoxy]-2-methylpropyl}spiro[cyclohexane-1,1'-indene]-4-carboxylate